4-[2-[4-[(11R)-3,10-dibromo-8-chloro-6,11-dihydro-5H-benzo[5,6]cyclohepta[1,2-b]pyridin-11-yl]-1-piperidinyl]-2-oxoethyl]-piperidinecarboxamide BrC=1C=C2C(=NC1)[C@@H](C1=C(CC2)C=C(C=C1Br)Cl)C1CCN(CC1)C(CC1CCN(CC1)C(=O)N)=O